tert-butyl 4-(6-(3-methoxyphenyl)-5,7-dimethyl-1-oxo-1H-pyrrolo[3,4-d]pyridazin-2(6H)-yl)benzylcarbamate COC=1C=C(C=CC1)N1C(=C2C(N(N=CC2=C1C)C1=CC=C(CNC(OC(C)(C)C)=O)C=C1)=O)C